3-(chloromethyl)-5H,6H-imidazo[2,1-b][1,3]thiazole ClCC=1N2C(SC1)=NCC2